S1C(=CC=C1)C1=NC=NC=C1 4-(thiophen-2-yl)-pyrimidin